C(C1=CC=CC=C1)OC(=O)N1CCN(CC1)CC1=CC=C(C=C1)CN1CCNCC1 4-[[4-(piperazin-1-ylmethyl)phenyl]methyl]piperazine-1-carboxylic acid benzyl ester